hexamethylenebis-stearamide C(CCCCCCCCCCCCCCCCCCCCCCCCCCCCCCCCCCCCCCCCC(=O)N)(=O)N